NC1=CC=CC(=N1)S(=O)(=O)NC(=O)C=1C(=NC(=CC1)C=1C=NC(=CC1)OC(C)C)NC(C)C1=CC=CC=C1 N-[(6-Amino-2-pyridyl)sulfonyl]-6-(6-isopropoxy-3-pyridyl)-2-(1-phenylethylamino)pyridin-3-carboxamid